N1=CC(N2C1=COC=C2)C(=O)O imidazo[2,1-c][1,4]oxazine-3-carboxylic acid